ClC=1C=C2C=NN(C2=CC1N1C[C@H]2CC[C@@H](C1)C2(O)C=2C=NC(=CC2)C)C=2C=NN(C2)C2CC2 (1R,5S)-3-[5-chloro-1-(1-cyclopropylpyrazol-4-yl)indazol-6-yl]-8-(6-methyl-3-pyridyl)-3-azabicyclo[3.2.1]octan-8-ol